CC1N(C(COC1)C)CC1CCNCC1 3,5-dimethyl-4-[(piperidin-4-yl)methyl]morpholine